O1CC[C@H](C2=CC=CC=C12)NC(=O)[C@@H]1CC[C@H]2N1C([C@H](CN(CC2)CC(F)(F)F)NC([C@H](C)NC)=O)=O (5S,8S,10aR)-N-((R)-chroman-4-yl)-5-((S)-2-(methylamino)propanamido)-6-oxo-3-(2,2,2-trifluoroethyl)decahydropyrrolo[1,2-a][1,5]diazocine-8-carboxamide